methyl 4-{methyl[(1r,4r)-4-[(tert-butoxycarbonyl)amino]cyclohexyl]carbamoyl}benzoate CN(C(=O)C1=CC=C(C(=O)OC)C=C1)C1CCC(CC1)NC(=O)OC(C)(C)C